BrC1=CC(=C2C(=NC(=NN21)SC)Cl)F 7-bromo-4-chloro-5-fluoro-2-(methylsulfanyl)pyrrolo[2,1-f][1,2,4]triazine